1-(5-((4-(2-chlorophenyl)-5-cyanothiazol-2-yl)carbamoyl)pyridin-2-yl)piperidine-4-carboxylic acid methyl ester COC(=O)C1CCN(CC1)C1=NC=C(C=C1)C(NC=1SC(=C(N1)C1=C(C=CC=C1)Cl)C#N)=O